C(CCC=CCCCCCCCCCCCCCCCCCCC)(=O)O 4-Tetracosenoic acid